C(C)(C)(C)OC(N(C)C1CCN(CC1)C1=CC=CC=2N(C(N(C21)C)=O)C2C(NC(CC2)=O)=O)=O.FC(C2=C(C=CC(=C2)\C=C\C2=CC=C(C=C2)OC)F)F (E)-2-(difluoromethyl)-1-fluoro-4-(4-methoxystyryl)benzene tert-butyl-N-[1-[1-(2,6-dioxo-3-piperidyl)-3-methyl-2-oxo-benzimidazol-4-yl]-4-piperidyl]-N-methyl-carbamate